NC1=CC=C(C=C1)C1(CN=C2C=CC=CC2=C1)C1=CC=C(C=C1)N 3,3-bis(4-aminophenyl)quinoline